C(C)(=O)C=1OC2=C(N1)C=CC=C2 2-Acetyl-benzoxazole